(Z)-2-(2-(tert-butoxycarbonyl)-1-tridecylmethyl-3-tetradecanoylguanidino)acetic acid C(C)(C)(C)OC(=O)\N=C(/N(CCCCCCCCCCCCCC)CC(=O)O)\NC(CCCCCCCCCCCCC)=O